2-[2-(3-methylimidazol-4-yl)-4-quinolinyl]-1-(2-oxo-3,4-dihydro-1H-quinolin-6-yl)benzimidazole-5-carboxylic acid CN1C=NC=C1C1=NC2=CC=CC=C2C(=C1)C1=NC2=C(N1C=1C=C3CCC(NC3=CC1)=O)C=CC(=C2)C(=O)O